C(C)(=O)OC1=C(C(=O)O)C(=CC(=C1C\C=C(\CCC=C(C)C)/C)OC(C)=O)CCCCC (E)-2,4-diacetoxy-3-(3,7-dimethylocta-2,6-dien-1-yl)-6-pentylbenzoic acid